3-(cyclobutylmethyl)-4a,7-dihydroxy-2,3,4,4a,5,6,7,7a-octahydro-1H-4,12-methanobenzofuro[3,2-e]isoquinolin-9-yl docosanoate C(CCCCCCCCCCCCCCCCCCCCC)(=O)OC1=CC=C2C3=C1OC1C34CCN(C(C4(CCC1O)O)C2)CC2CCC2